OC1=C(C(N(C=C1)C)=O)NC(N[C@@H](CC(=O)O)C=1C=NC=C(C1)C1=CC=CC=C1)=O (S)-3-(3-(4-hydroxy-1-methyl-2-oxo-1,2-dihydropyridin-3-yl)ureido)-3-(5-phenylpyridin-3-yl)propionic acid